N-[6-(2,2-difluoroethoxy)-5-fluoro-2-methoxy-3-pyridinyl]-7-ethyl-imidazo[1,2-a]pyridine-3-sulfonamide FC(COC1=C(C=C(C(=N1)OC)NS(=O)(=O)C1=CN=C2N1C=CC(=C2)CC)F)F